1-(oxetan-3-ylmethyl)-4-(4,4,5,5-tetramethyl-1,3,2-dioxaborolan-2-yl)pyrazole O1CC(C1)CN1N=CC(=C1)B1OC(C(O1)(C)C)(C)C